4-(2-(pyridin-4-yl)-1H-indol-5-yl)quinoline N1=CC=C(C=C1)C=1NC2=CC=C(C=C2C1)C1=CC=NC2=CC=CC=C12